Cl.COC1=CC=C2C(=CC=NC2=C1)C1=CC(=C(C=C1)[O-])C 4-(7-Methoxyquinolin-4-yl)-2-methylphenolate hydrochloride